O1C[C@@H](CCC1)NC1=NC2=CC=CC=C2C(N1)=O (((R)-tetrahydro-2H-pyran-3-yl)amino)quinazolin-4(3H)-one